(3s,4s)-4-(azetidin-3-ylmethoxy)-3-fluoro-piperidine-1-carboxylic acid tert-butyl ester C(C)(C)(C)OC(=O)N1C[C@@H]([C@H](CC1)OCC1CNC1)F